bromo-2-fluoro-4-methoxybenzoyl chloride BrC=1C(=C(C(=O)Cl)C=CC1OC)F